CC=1N=C2N(N=C(C=C2C)C2=CC(=C3C=C(N=NC3=C2)N2CC3C(C3C2)N(C)C)F)C1 3-[7-(2,8-dimethylimidazo[1,2-b]pyridazin-6-yl)-5-fluoro-cinnolin-3-yl]-N,N-dimethyl-3-azabicyclo[3.1.0]hexan-6-amine